[N+](=O)([O-])C1=C(C=CC=C1)NP(N)(N)=S N-(2-nitrophenyl)thiophosphoric triamide